5-Acetyl-8-(2-hydroxy-3-(3-(piperazin-1-yl)isoxazol-5-yl)phenyl)-1-methyl-1,3,4,5-tetrahydro-2H-benzo[b][1,4]diazepin-2-one C(C)(=O)N1C2=C(N(C(CC1)=O)C)C=C(C=C2)C2=C(C(=CC=C2)C2=CC(=NO2)N2CCNCC2)O